N-((S)-2-(hydroxymethyl)-2-methyl-6-(4-((R)-1,1,1-trifluoro-2-hydroxypropan-2-yl)piperidin-1-yl)-2,3-dihydrobenzofuran-5-yl)pyrazolo[1,5-a]pyrimidine-3-carboxamide OC[C@]1(OC2=C(C1)C=C(C(=C2)N2CCC(CC2)[C@@](C(F)(F)F)(C)O)NC(=O)C=2C=NN1C2N=CC=C1)C